tetramethylene dimethacrylate (tetramethylene dimethacrylate) C(C(=CCCCCC=C(C(=O)O)C)C)(=O)O.C(C(=C)C)(=O)OCCCCOC(C(=C)C)=O